CC(CC[C@@H](C(=O)O)NC1=NC=NC=C1)(C)C (S)-5,5-dimethyl-2-(4-pyrimidinylamino)hexanoic acid